CC1=C(N=C(S1)NC(CC=1C=C(OCCCN2CCN(CC2)C(=O)OC(C)(C)C)C=CC1)=O)C=1C=C2CCN(C2=CC1)C(C1=C(C=CC=C1)C)=O tert-butyl 4-(3-(3-(2-((5-methyl-4-(1-(2-methylbenzoyl)indolin-5-yl)thiazol-2-yl) amino)-2-oxoethyl)phenoxy)propyl)piperazine-1-carboxylate